FC(OC1=CC=C(C=C1)C1=CN=C2N1C=CN=C2NC2=CC(=C(C=C2)C(=O)N2CC1(CC2)CCOCC1)C)F [4-[[3-[4-(difluoromethoxy)phenyl]imidazo[1,2-a]pyrazin-8-yl]amino]-2-methylphenyl]-(8-oxa-2-azaspiro[4.5]decan-2-yl)methanone